N-(7-amino-1-methyl-pyrazolo[3,4-c]pyridin-4-yl)-N'-methyl-N'-[(1S)-1-[2-fluoro-4-(trifluoromethyl)phenyl]ethyl]oxamide NC=1N=CC(=C2C1N(N=C2)C)NC(=O)C(=O)N([C@@H](C)C2=C(C=C(C=C2)C(F)(F)F)F)C